2-((3R,5S)-3-amino-4,4-difluoro-5-methylpiperidin-1-yl)-5-chloro-6-((3-(3-hydroxy-3-methylbutyl)-1-(oxetan-3-ylmethyl)-2-oxo-2,3-dihydro-1H-benzo[d]imidazol-5-yl)amino)nicotinonitrile N[C@@H]1CN(C[C@@H](C1(F)F)C)C1=C(C#N)C=C(C(=N1)NC1=CC2=C(N(C(N2CCC(C)(C)O)=O)CC2COC2)C=C1)Cl